COCCNC(=O)C1=CC=2C(=NC=CC2C=2C=NC=C(C2)C2=CC=C(C=C2)N2C(CCC2)=O)N1 N-(2-methoxyethyl)-4-(5-(4-(2-oxopyrrolidin-1-yl)phenyl)pyridin-3-yl)-1H-pyrrolo[2,3-b]pyridine-2-carboxamide